N-((2S,3S)-1-(cyclobutylcarbonyl)-2-((3'-fluorobiphenyl-3-yl)methyl)pyrrolidin-3-yl)-1-methoxymethanesulfonamide C1(CCC1)C(=O)N1[C@H]([C@H](CC1)NS(=O)(=O)COC)CC=1C=C(C=CC1)C1=CC(=CC=C1)F